1-(3-hydroxy-4-methoxyphenyl)methanol OC=1C=C(C=CC1OC)CO